2-(5-(benzyl-(2-hydroxyethyl)amino)pentyl)isoindole-1,3-dione C(C1=CC=CC=C1)N(CCCCCN1C(C2=CC=CC=C2C1=O)=O)CCO